FC1=CC(=NC=C1C#CC=1C=NC=CC1)NC(=O)N1CCCC2=CC=C(N=C12)C=O N-(4-fluoro-5-(pyridin-3-ylethynyl)pyridin-2-yl)-7-formyl-3,4-dihydro-1,8-naphthyridine-1(2H)-carboxamide